BrC1=C(C=CC=C1)[C@@H](C)N (R)-1-(2-bromophenyl)ethylamine